1-(piperidin-4-yl)-5-(trifluoromethyl)-1H-benzo[d][1,2,3]triazole N1CCC(CC1)N1N=NC2=C1C=CC(=C2)C(F)(F)F